phenoxy-N-(4,4,4-trifluorobutyl)-1H-imidazole-1-carboxamide O(C1=CC=CC=C1)C=1N(C=CN1)C(=O)NCCCC(F)(F)F